tert-butyl (2-acetamido-5-(oxetan-3-ylmethoxy)pyridin-4-yl)carbamate C(C)(=O)NC1=NC=C(C(=C1)NC(OC(C)(C)C)=O)OCC1COC1